OCCN(C1=CC=C(C=C1)/C=C/C(=O)C1=CC=C(C=C1)NC(C=C)O)C (E)-3-[4-[2-Hydroxyethyl(methyl)amino]phenyl]-1-[4-(1-hydroxyprop-2-enylamino)phenyl]prop-2-en-1-one